BrC=1C(=CC(=C(C1)NC(=O)NCCC(F)(F)F)F)C 1-(5-bromo-2-fluoro-4-methylphenyl)-3-(3,3,3-trifluoropropyl)urea